N,N-dimethyl-thiocarboxamide sodium propanesulfonate C(CC)S(=O)(=O)[O-].[Na+].CN(C=S)C